N-hydroxycyclopropane-1-carboxamide formate C(=O)O.ONC(=O)C1CC1